CN(CCOC=1C=CC(=C(C(=O)N[C@H](C)C2=CC(=NC3=CC=CC=C23)C2=CC=C(C=C2)S(=O)(=O)C)C1)C)C (R)-5-(2-(dimethylamino)ethoxy)-2-methyl-N-(1-(2-(4-(methylsulfonyl)phenyl)quinolin-4-yl)ethyl)benzamide